(2-(4,4-dimethyl-1,4-dihydroquinazolin-2-yl)thiazol-4-yl)benzoic acid CC1(N=C(NC2=CC=CC=C12)C=1SC=C(N1)C1=C(C(=O)O)C=CC=C1)C